(S)-N-cyclobutyl-3-(4-(((R)-1-(3-(difluoromethyl)-2-fluorophenyl)ethyl)amino)quinolin-6-yl)-3-methoxypyrrolidine-1-carboxamide C1(CCC1)NC(=O)N1C[C@@](CC1)(OC)C=1C=C2C(=CC=NC2=CC1)N[C@H](C)C1=C(C(=CC=C1)C(F)F)F